C(C)C=1C(NC=2C=C(C=NC2C1)CN1[C@H]([C@H](C1)OC=1C=CC(=NC1)C(=O)NC)C)=O 5-(((2s,3s)-1-((7-ethyl-6-oxo-5,6-dihydro-1,5-naphthyridin-3-yl)methyl)-2-methylazetidin-3-yl)oxy)-N-methylpyridineamide